OCC=1C=C(CN2C3=C(OCC2=O)C=C(C=C3)NC(=O)NC3=CC=C2C=CNC2=C3)C=CC1 1-(4-(3-(hydroxymethyl)benzyl)-3-oxo-3,4-dihydro-2H-benzo[b][1,4]oxazin-7-yl)-3-(1H-indol-6-yl)urea